C(C)(C)(C)OC(=O)N1C[C@@H]([C@H](CC1)CN1CCN(CC1)C=1C=CC=C2C(=NN(C12)C)C=1C(=NC(=CC1)O)OCC1=CC=CC=C1)F.[Cl-].C(C(=C)C)(=O)N Methacrylamid chlorid tert-butyl-(3r,4r)-4-((4-(3-(2-(benzyloxy)-6-hydroxypyridin-3-yl)-1-methyl-1H-indazol-7-yl)piperazin-1-yl)methyl)-3-fluoropiperidine-1-carboxylate